(1R,2R,3R,5S)-3-Pinanol [C@@H]12[C@H]([C@@H](C[C@@H](C1(C)C)C2)O)C